ethyl 4-hydroxy-2-(2-methoxypyridin-4-yl)thiazole-5-carboxylate OC=1N=C(SC1C(=O)OCC)C1=CC(=NC=C1)OC